2-(Tert-Butoxycarbonyl)-5-(2-(dimethylamino)-N-methylacetamido)-1,2,3,4-tetrahydroisoquinoline-1-carboxylic acid C(C)(C)(C)OC(=O)N1C(C2=CC=CC(=C2CC1)N(C(CN(C)C)=O)C)C(=O)O